C(C)(C)(C)OC(=O)N1C(CCC1)C1=CC(=C(C=C1)C=1N=C2SC3=C(C=NC(=C3)C(=O)O)N2C1)F 2-(4-(1-(tert-butoxycarbonyl)pyrrolidin-2-yl)-2-fluorophenyl)imidazo[2',1':2,3]thiazolo[4,5-c]pyridine-7-carboxylic acid